C1(CC1)C#CC1=CC=2CC(N3C(C2C2=C1OCC2)=CC(C(=C3)C(=O)O)=O)C(C)C 4-(Cyclopropylethynyl)-7-isopropyl-11-oxo-2,6,7,11-tetrahydro-1H-furo[2,3-h]pyrido[2,1-a]isoquinoline-10-carboxylic Acid